(S)-1-((5-((5-fluoropyridin-3-yl)methoxy)-7-((2-methyl-[1,1'-biphenyl]-3-yl)methoxy)-2,3-dihydro-1H-inden-4-yl)methyl)piperidine-2-carboxylic acid FC=1C=C(C=NC1)COC=1C(=C2CCCC2=C(C1)OCC=1C(=C(C=CC1)C1=CC=CC=C1)C)CN1[C@@H](CCCC1)C(=O)O